3-(trans-1-(2-methoxyethyl)-4-phenyl-pyrrolidin-3-yl)urea COCCN1C[C@H]([C@@H](C1)C1=CC=CC=C1)NC(N)=O